tert-butyl (7R)-3-bromo-7-methyl-7,8-dihydro-5H-1,6-naphthyridine-6-carboxylate BrC=1C=NC=2C[C@H](N(CC2C1)C(=O)OC(C)(C)C)C